7-morpholino-5-(3-phenyl-1H-pyrazol-1-yl)-2-(1-(tetrahydro-2H-pyran-2-yl)-1H-pyrazol-4-yl)furo[3,2-b]pyridine O1CCN(CC1)C1=C2C(=NC(=C1)N1N=C(C=C1)C1=CC=CC=C1)C=C(O2)C=2C=NN(C2)C2OCCCC2